COC1=C(OCC=2N=C(SC2)C)C=CC(=C1)[N+](=O)[O-] 4-((2-methoxy-4-nitrophenoxy)methyl)-2-methylthiazole